C1(=CC=CC=C1)[NH2+]CCC Phenyl-2-methylethylammonium